BrCC1=CC(=NC=C1)NC(OC(C)(C)C)=O tert-butyl (4-(bromomethyl)pyridin-2-yl)carbamate